NC1=C(N=CC(=N1)N1CCC2(CC1)[C@@H](C1=CC=CC=C1[C@H]2N)N)SC2=C(C(=NC=C2)N)Cl (1R,3R)-1'-(6-amino-5-((2-amino-3-chloropyridin-4-yl)thio)pyrazin-2-yl)-1,3-dihydrospiro[indene-2,4'-piperidine]-1,3-diamine